C(C)S(=O)(=O)C1=C(C=C(C=C1CCCCC)OC)OC 2-(ethylsulfonyl)-1,5-dimethoxy-3-pentylbenzene